CN(C1=CC=C(C=C1)C=CCCCCCCCCCCCCCCCCC)CCCCCCCCCCCCCCCCCC N-Methyl-4-(nonadecenyl)-N-octadecylaniline